ClC=1C=C(NC2(CCC3(N(CC4=CC(=CC=C34)F)C[C@H](CO)C)CC2)C(=O)OC)C=CC1F methyl (1s,4S)-4-(3-chloro-4-fluoroanilino)-5'-fluoro-2'-[(2R)-3-hydroxy-2-methylpropyl]-2',3'-dihydrospiro[cyclohexane-1,1'-isoindole]-4-carboxylate